N-(4-(5-(3-(aminomethyl)benzamido)-1-methyl-1H-pyrazol-3-yl)phenyl)-2-chlorobenzamide NCC=1C=C(C(=O)NC2=CC(=NN2C)C2=CC=C(C=C2)NC(C2=C(C=CC=C2)Cl)=O)C=CC1